1-[4-(6-Methyl-pyridine-3-sulfonyl)-phenyl]-3-oxazol-5-ylmethyl-urea CC1=CC=C(C=N1)S(=O)(=O)C1=CC=C(C=C1)NC(=O)NCC1=CN=CO1